perfluorohexyl-ethanol FC(C(F)(F)F)(O)C(C(C(C(C(C(F)(F)F)(F)F)(F)F)(F)F)(F)F)(F)F